methyl 3-(5-(3-(7-carbamoylimidazo[1,2-a]pyridine-3-carboxamido)-5-fluoro-4-methylphenyl)-1,2,4-oxadiazol-3-yl)azetidine-1-carboxylate C(N)(=O)C1=CC=2N(C=C1)C(=CN2)C(=O)NC=2C=C(C=C(C2C)F)C2=NC(=NO2)C2CN(C2)C(=O)OC